N-(2-chlorophenyl)-N-methyl-6-nitroquinolin-2-amine ClC1=C(C=CC=C1)N(C1=NC2=CC=C(C=C2C=C1)[N+](=O)[O-])C